NC(C(C1=NN=CC2=CC=CC=C12)NC(=O)[C@@H]1[C@@H]2[C@H](CN1C([C@H](CC1CC1)NC(C(F)(F)F)=O)=O)CCC2)=O (3S,3aS,6aR)-N-(2-amino-2-oxo-1-phthalazin-1-yl-ethyl)-2-[(2S)-3-cyclopropyl-2-[(2,2,2-trifluoroacetyl)amino]propanoyl]-3,3a,4,5,6,6a-hexahydro-1H-cyclopenta[c]pyrrole-3-carboxamide